[2H]C=1C(=C(C(=C(C1)[C@@H]1[C@H](O[C@@]([C@H]1C)(C(F)(F)F)C)C(=O)NC1=CC(=NC=C1)C(=O)N)OC)F)F |&1:10| 4-[[(2S,3R,4S,SR)-3-(5-deuterio-3,4-difluoro-2-methoxy-phenyl)-4,5-dimethyl-5-(trifluoromethyl)tetrahydrofuran-2-carbonyl]amino]pyridine-2-carboxamide